CN1N=NC2=C1C=CC(=C2)N2C(NC1=C(C2=O)C2=C(S1)CCCCC2)=O 3-(1-Methyl-1H-benzo[d][1,2,3]triazol-5-yl)-1,5,6,7,8,9-hexahydro-2H-cyclohepta[4,5]thieno[2,3-d]pyrimidine-2,4(3H)-dione